N2-[(2E)-3-(4-chlorophenyl)-2-propenoyl]-N-[2-oxo-2-(4-{[6-(trifluoromethyl)pyrimidine-4-yl]oxy}piperidine-1-yl)ethyl]-3-pyridine-2-yl-L-alaninamide ClC1=CC=C(C=C1)/C=C/C(=O)N[C@@H](CC1=NC=CC=C1)C(=O)NCC(N1CCC(CC1)OC1=NC=NC(=C1)C(F)(F)F)=O